Imidazolone oxime N=1C(N=CC1)=NO